NC1=NC=C2N(C(N(C2=N1)[C@@H]1O[C@@H](C[C@H]1O)[C@H](CC)O)=O)CCCC 2-amino-7-butyl-9-((2r,3r,5s)-3-hydroxy-5-((S)-1-hydroxypropyl)tetrahydrofuran-2-yl)-7,9-dihydro-8H-purin-8-one